(1-(3-bromo-2-fluorophenyl)-3-methyl-1H-1,2,4-triazol-5-yl)methan-d2-ol BrC=1C(=C(C=CC1)N1N=C(N=C1C(O)([2H])[2H])C)F